6-[4-(aminomethyl)azepan-1-yl]-3-(2,3-dichlorophenyl)-2,5-dimethyl-3,4-dihydropyrimidin-4-one NCC1CCN(CCC1)C1=C(C(N(C(=N1)C)C1=C(C(=CC=C1)Cl)Cl)=O)C